C(C1=CC=CC=C1)(=O)[C@]([C@](C(=O)[O-])(O)C(C1=CC=CC=C1)=O)(O)C(=O)[O-] dibenzoyl-L-tartrat